aminoethyl-vinylether NCCOC=C